NC=1C2=C(NC(C1C1=NC3=C(N1)C=C(C(=C3)C3CC3)N3CCN(CC3)C)=O)C=C[Se]2 7-amino-6-(5-cyclopropyl-6-(4-methylpiperazin-1-yl)-1H-benzo[d]imidazol-2-yl)selenopheno[3,2-b]pyridin-5(4H)-one